ClC1=NC(=NC(=C1)C(C)C)N 4-chloro-6-isopropylpyrimidin-2-amine